ClC=1C=NN(C1C(=O)NC1=NC=C(C=C1C)C#CC1=CC=CC=C1)CC1OC(CC1)(C)C 4-chloro-1-((5,5-dimethyltetrahydrofuran-2-yl)methyl)-N-(3-methyl-5-(phenylethynyl)pyridin-2-yl)-1H-pyrazole-5-carboxamide